6-N-[(2R)-2-amino-2-phenylethyl]-4-N,1-dimethylpyrazolo[3,4-d]pyrimidine-4,6-diamine N[C@@H](CNC1=NC(=C2C(=N1)N(N=C2)C)NC)C2=CC=CC=C2